1-bromo-4-(chloromethyl)-2-(ethoxymethyl)benzene BrC1=C(C=C(C=C1)CCl)COCC